1-(3,4-dinitrobenzyl)-4-methylpiperazine [N+](=O)([O-])C=1C=C(CN2CCN(CC2)C)C=CC1[N+](=O)[O-]